CS(=O)(=O)C=1C=C(C=CC1)C1(CC(=NC=C1C1OCCC1)N)N 4-(3-(methylsulfonyl)phenyl)-5-(tetrahydrofuran-2-yl)pyridine-2,4-diamine